ClC=1C=C(COC=2C3=C(N=C(N2)N(CCOC)CCOC)C(=NC(=N3)N(CCOC)CCOC)N3CCC(CC3)OC)C=CC1Cl 4-((3,4-dichlorobenzyl)oxy)-N2,N2,N6,N6-tetrakis(2-methoxyethyl)-8-(4-methoxypiperidin-1-yl)pyrimido[5,4-d]pyrimidine-2,6-diamine